CS(=O)(=O)OC1C[C@H]2C[C@H]2C1 (1R,3R,5S)-bicyclo[3.1.0]hexane-3-yl methyl-sulfonate